(R)-2-(3-chloro-4-(6-(1-methylcyclopropoxy)-9-((4-methylpyridin-2-yl)methyl)-9H-purin-8-yl)phenoxy)-1-(2-(hydroxymethyl)pyrrolidin-1-yl)ethan-1-one ClC=1C=C(OCC(=O)N2[C@H](CCC2)CO)C=CC1C=1N(C2=NC=NC(=C2N1)OC1(CC1)C)CC1=NC=CC(=C1)C